FC1=C(C=C(C=C1)[N+](=O)[O-])S(=O)(=O)NC1=CC=C(C=C1)F 2-fluoro-N-(4-fluorophenyl)-5-nitrobenzenesulfonamide